N'-[5-[acetyl(hydroxy)amino]pentyl]-N-[5-[[4-[5-aminopentyl-(hydroxy)amino]-4-oxobutanoyl]amino]pentyl]-N-hydroxysuccinamide C(C)(=O)N(CCCCCNC(CCC(=O)N(O)CCCCCNC(CCC(=O)N(O)CCCCCN)=O)=O)O